BrC1=C2C=CNC2=C(C(=C1SC=1C=CC(=C(C(N)=S)C1)F)F)F 5-((4-bromo-6,7-difluoro-1H-indol-5-yl)thio)-2-fluoro-benzothioamide